BrC=1C=C(C=C(C1)Br)C1=CC=C(C=C1)C(=O)OCC ethyl 3',5'-dibromo-[1,1'-biphenyl]-4-carboxylate